COC1=CC2=C(N=CS2=O)C=C1 6-methoxybenzothiazolone